2-(1-(3-chlorophenyl)cyclopropyl)-N-(4-(((6-cyclopropylimidazo[1,2-a]pyridin-2-yl)methyl)amino)pyridin-2-yl)acetamide ClC=1C=C(C=CC1)C1(CC1)CC(=O)NC1=NC=CC(=C1)NCC=1N=C2N(C=C(C=C2)C2CC2)C1